Cl.N[C@H]1CN(CC[C@@H]2N(C1=O)[C@@H](CC2)C(=O)N[C@@H]2CCOC1=CC=CC=C21)S(=O)(=O)C (5S,8S,10aR)-5-amino-N-((R)-chroman-4-yl)-3-(methylsulfonyl)-6-oxodecahydropyrrolo[1,2-a][1,5]diazocine-8-carboxamide hydrochloride